ClC1=CC(=C(C=C1)C1=NC(=NC2=C1N=C(N(C2=O)C)C)[C@@H]2C[C@@H](OCC2)C=2C=NN(C2)C2CC2)F 8-(4-chloro-2-fluorophenyl)-6-((2r,4s)-2-(1-cyclopropyl-1H-pyrazol-4-yl)tetrahydro-2H-pyran-4-yl)-2,3-dimethylpyrimido[5,4-d]pyrimidin-4(3H)-one